FC1=CC=C(C=C1)NC(CC)=O N-(4-fluorophenyl)propanamid